Br[C@H]1[C@@H](C[C@@H](CC1)C(=O)O)OC(=O)C (1R,3R,4R)-4-bromo-3-(acetoxyl)cyclohexanecarboxylic acid